ClC=1C=CC(=C(C1)/C=C/C(=O)NC(CC1=CC=CC=C1)C1=NC2=C(N1)C(=CC(=C2)C(=O)O)F)N2N=NN=C2 (E)-2-(1-(3-(5-chloro-2-(1H-tetrazol-1-yl)phenyl)acrylamido)-2-phenylethyl)-7-fluoro-1H-benzo[d]imidazole-5-carboxylic acid